Racemic-tert-butyl (E)-(3-(3-(methyl((3-methyl-5-(pyridin-3-yloxy)benzofuran-2-yl)methyl)amino)-3-oxoprop-1-en-1-yl)-8-oxo-6,7,8,9-tetrahydro-5H-pyrido[2,3-b]azepin-7-yl)carbamate CN(C(/C=C/C1=CC2=C(NC([C@@H](CC2)NC(OC(C)(C)C)=O)=O)N=C1)=O)CC=1OC2=C(C1C)C=C(C=C2)OC=2C=NC=CC2 |r|